(R)-3-cyclobutoxy-5-(8-(3-(methoxymethyl)-4-methylpiperazin-1-yl)-7,10-dimethyl-5-oxo-1,3,4,5-tetrahydro-2H-chromeno[3,4-c]pyridine-3-carbonyl)-N-(pyrrolidin-1-ylsulfonyl)benzamide C1(CCC1)OC=1C=C(C(=O)NS(=O)(=O)N2CCCC2)C=C(C1)C(=O)N1CC2=C(CC1)C=1C(=CC(=C(C1OC2=O)C)N2C[C@@H](N(CC2)C)COC)C